[Zn+2].[Cd+2].[Hg+].[O-2].[Zn+2] zinc oxide mercury cadmium zinc